(R)-(4-((1-(3-amino-5-(trifluoromethyl)phenyl)ethyl)amino)-7-(isopropylamino)-2-methyl-Quinazolin-6-yl)dimethylphosphine oxide NC=1C=C(C=C(C1)C(F)(F)F)[C@@H](C)NC1=NC(=NC2=CC(=C(C=C12)P(C)(C)=O)NC(C)C)C